5-[2-(trimethylsilyl)ethynyl]Pyridin-2-yl-prop-2-enoic acid methyl ester COC(C(=C)C1=NC=C(C=C1)C#C[Si](C)(C)C)=O